FC(C=1N=C2N(N=C(C=C2[C@@H]2[C@H](C2)C(F)F)C=2C(NC(NC2)=O)=O)C1)F 5-(2-(difluoromethyl)-8-((1S,2S)-2-(difluoromethyl)cyclopropyl)imidazo[1,2-b]pyridazin-6-yl)pyrimidine-2,4(1H,3H)-dione